FC(C(C(C(=O)[O-])(C1=CC=CC=C1)F)(F)F)(CCCCCCC[Si](C)(C)Cl)F Pentafluorophenyl-11-(chlorodimethylsilyl)undecanoate